butanoic acid sodium [Na].C(CCC)(=O)O